ClC=1C(=NC(=C(C(=O)NC=2C=C(C=CC2)S(=O)(C)=NC(OC(C)(C)C)=O)C1C)N1CCC(CCC1)(F)F)C tert-butyl ((3-(5-chloro-2-(4,4-difluoroazepan-1-yl)-4,6-dimethylnicotinamido)phenyl)(methyl)(oxo)-λ6-sulfaneylidene)carbamate